COC1=C(SC=C1)C1=CN=C(N1)C1COC2=CC=C(C=C2C1)ON1C(CCC2=CC=CN=C12)=O [3-[5-(3-methoxy-2-thienyl)-1H-imidazol-2-yl]chroman-6-yl]oxy-3,4-dihydro-1H-1,8-naphthyridin-2-one